[I].C(C1=CC=CC=C1)O[C@@H](C(=O)N1CCNCC1)[C@H]([C@@H]([C@@H](COCC1=CC=CC=C1)O)OCC1=CC=CC=C1)OCC1=CC=CC=C1 (2R,3S,4R,5R)-2,3,4,6-tetra(benzyloxy)-5-hydroxy-1-(piperazin-1-yl)hexan-1-one iodine